4-(4-Amino-1-(3-((2-aminophenyl)amino)-3-oxopropyl)-1H-pyrazolo[3,4-d]pyrimidin-3-yl)-N-(4-(trifluoromethyl)pyridin-2-yl)benzamide NC1=C2C(=NC=N1)N(N=C2C2=CC=C(C(=O)NC1=NC=CC(=C1)C(F)(F)F)C=C2)CCC(=O)NC2=C(C=CC=C2)N